6-((4-bromo-5-nitrothiazol-2-yl)carbamoyl)-[1,1'-biphenyl] BrC=1N=C(SC1[N+](=O)[O-])NC(=O)C1=CC=CC=C1C1=CC=CC=C1